(2R)-2-[3-[2-(8-chloro-4-oxo-chromen-2-yl)-5-(trifluoromethyl)phenoxy]propylamino]-3-methyl-butyric acid ClC=1C=CC=C2C(C=C(OC12)C1=C(OCCCN[C@@H](C(=O)O)C(C)C)C=C(C=C1)C(F)(F)F)=O